N-(6-((5-bromo-2-((5-methyl-6-(4-(4-methylpiperazin-1-yl)piperidin-1-yl)-2-(2,2,2-trifluoroethoxy)pyridin-3-yl)amino)pyrimidin-4-yl)amino)quinoxalin-5-yl)methanesulfonamide BrC=1C(=NC(=NC1)NC=1C(=NC(=C(C1)C)N1CCC(CC1)N1CCN(CC1)C)OCC(F)(F)F)NC=1C(=C2N=CC=NC2=CC1)NS(=O)(=O)C